4-chloro-2-methoxypyridine ClC1=CC(=NC=C1)OC